ClC1=NC=C(C(=C1)NC(OC(C)(C)C)=O)OC1CCC1 tert-butyl (2-chloro-5-cyclobutoxypyridin-4-yl)carbamate